2,2-dioxoxathiolane-5-one O1OSCC1=O